N-allyloxyphenyl-maleimide 5-benzyl-1-[(2-chlorophenyl)methyl]-1H-pyrazole-3-carboxylate C(C1=CC=CC=C1)C1=CC(=NN1CC1=C(C=CC=C1)Cl)C(=O)O.C(C=C)ON1C(C(=CC1=O)C1=CC=CC=C1)=O